O=C1NC(CCC1N1C(N(C2=C1C=CC(=C2)C2CC1CCC(C2)N1C(=O)OC(C)(C)C)C)=O)=O tert-butyl 3-(1-(2,6-dioxopiperidin-3-yl)-3-methyl-2-oxo-2,3-dihydro-1H-benzo[d]imidazol-5-yl)-8-azabicyclo[3.2.1]octane-8-carboxylate